(2S,4S)-6-chloro-4-hydroxy-N-(3-{3-[cis-3-(trifluoromethoxy)cyclobutyl]-1,2,4-oxadiazol-5-yl}bicyclo[1.1.1]pent-1-yl)-3,4-dihydro-2H-1-benzopyran-2-carboxamide ClC=1C=CC2=C([C@H](C[C@H](O2)C(=O)NC23CC(C2)(C3)C3=NC(=NO3)[C@@H]3C[C@@H](C3)OC(F)(F)F)O)C1